2-fluoro-3,4-dichloroaniline FC1=C(N)C=CC(=C1Cl)Cl